C(C)OC(COC1=CC=C(C=C1)C1C(CCC2=CC(=CC=C12)O)C1=CC=CC=C1)OCC 2-cis-1-[4-(2,2-diethoxyethoxy)phenyl]-2-phenyl-tetralin-6-ol